ClC1=NC=C2N=C(N(C2=N1)CC1=CC=C(C=C1)N1N=C(C=C1OC)C(F)(F)F)N 2-chloro-9-[[4-[5-methoxy-3-(trifluoromethyl)pyrazol-1-yl]phenyl]methyl]purin-8-amine